C(N)(OC[C@H]1O[C@@H](CC1)C(=O)N1[C@H](C2=CC=CC=C2CC1)C1=CC=C(C=C1)F)=O (((2S,5S)-5-((S)-1-(4-fluorophenyl)-1,2,3,4-tetrahydroisoquinoline-2-carbonyl) tetrahydrofuran-2-yl) methyl) carbamate